tert-butyl (3R,4S)-4-((5-isopropoxy-6-(1-(tetrahydro-2H-pyran-2-yl)-1H-pyrazol-4-yl)-[1,2,4]triazolo[1,5-a]pyrazin-2-yl) amino)-3-methylpiperidine-1-carboxylate C(C)(C)OC1=C(N=CC=2N1N=C(N2)N[C@@H]2[C@@H](CN(CC2)C(=O)OC(C)(C)C)C)C=2C=NN(C2)C2OCCCC2